sodium heptafluoropropyl-sulfinate FC(C(F)(F)S(=O)[O-])(C(F)(F)F)F.[Na+]